silicon oxide butyl-acetate C(CCC)OC(C)=O.[Si]=O